3-(1-naphthyl)-1-butyrylthiourea C1(=CC=CC2=CC=CC=C12)NC(NC(CCC)=O)=S